NC=1C2=C(N=C(N1)C=1N=C(C=3N(C1)C(=CN3)N=C(C3=CC=CC=C3)C3=CC=CC=C3)CC3=CC(=CC=C3)F)NC(C2(C)C2=CC(=C(C=C2)Cl)OC)=O 4-Amino-5-(4-chloro-3-methoxyphenyl)-2-(3-((diphenylmethylene)amino)-8-[(3-fluorophenyl)methyl]imidazo[1,2-a]pyrazin-6-yl)-5-methyl-5,7-dihydro-6H-pyrrolo[2,3-d]pyrimidin-6-one